O1CCCC=2C1=NC(=CC2)CC(=O)NC2=CC(=CC=C2)[C@H](C)NC=2C=NC=1C(N2)=NN(C1)CC (S)-2-(3,4-dihydro-2H-pyrano[2,3-b]pyridin-7-yl)-N-(3-(1-((2-ethyl-2H-pyrazolo[3,4-b]pyrazin-6-yl)amino)ethyl)phenyl)acetamide